[N+](=O)([O-])C1=CC(=C(C=C1)N1CCOCC1)C=C 4-(4-nitro-2-vinylphenyl)morpholine